2-(3-bromophenyl-5-d)naphthalene BrC=1C=C(C=C(C1)[2H])C1=CC2=CC=CC=C2C=C1